C12C3C(C(C4C1C(=O)OC4=O)CC2)C(=O)OC3=O bicyclo[2.2.2]octane-2,3,5,6-tetracarboxylic acid 2,3:5,6-dianhydride